dimethyl acetoacetylmalonate C(CC(=O)C)(=O)C(C(=O)OC)C(=O)OC